FC=1C=C2C(=CNC(C2=CC1F)=O)C(C)N(C(=O)NC1=CC(=CC=C1)F)C 1-(1-(6,7-difluoro-1-oxo-1,2-dihydroisoquinolin-4-yl)ethyl)-3-(3-fluorophenyl)-1-methyl-urea